1-((5-(1-(2,6-dichlorophenyl)azetidin-3-yl)pyridin-2-yl)methyl)piperidine-4-carboxylic acid methyl ester COC(=O)C1CCN(CC1)CC1=NC=C(C=C1)C1CN(C1)C1=C(C=CC=C1Cl)Cl